N-((3-hydroxycyclobutyl)methyl)benzamide OC1CC(C1)CNC(C1=CC=CC=C1)=O